C=C(C)C(CC[C@@H](C)[C@H]1CC[C@H]2[C@@H]3CC[C@H]4CCCC[C@]4(C)[C@H]3CC[C@]12C)=O 5α-cholestenone